CC=1C(OC(C1)=O)CC(=O)O (3-Methyl-5-oxo-2,5-dihydrofuran-2-yl)acetic acid